N1=C(C=CC=C1)OCCN1C=NC2=C1C=CC(=C2)C(=O)N 1-[2-(2-pyridyloxy)ethyl]benzimidazole-5-carboxamide